FC=1C=C2C(=C(NC2=C(C1)F)C1=CC=C(C=C1)F)CCC(=O)OC methyl 3-[5,7-difluoro-2-(4-fluorophenyl)-1H-indol-3-yl]propanoate